7-fluoro-3,3-dimethyl-N-[(3R)-3-methyl-1,1-dioxo-thia-pent-3-yl]-2-oxo-1-[5-(trifluoromethoxy)-3-pyridinyl]indoline-5-carboxamide FC=1C=C(C=C2C(C(N(C12)C=1C=NC=C(C1)OC(F)(F)F)=O)(C)C)C(=O)N[C@@](CS(=O)=O)(CC)C